C1N(CC12CCNCC2)C=2C=C(C=CC2)S(=O)(=O)NC2=NOC1=C2C(=CC(=C1)CN1N=CC=C1)OC 3-(2,7-diazaspiro[3.5]non-2-yl)-N-[4-methoxy-6-(pyrazol-1-ylmethyl)-1,2-benzoxazol-3-yl]benzenesulfonamide